ClC=1C(=C(C=CC1)NN1C(=CC=2C(NCCC21)=O)C2=C(C=NC=C2)OCC2=NC(=CC=C2)OC)OC ((3-chloro-2-methoxyphenyl)amino)-2-(3-((6-methoxypyridin-2-yl)methoxy)pyridin-4-yl)-1,5,6,7-tetrahydro-4H-pyrrolo[3,2-c]pyridin-4-one